CC=1N=C(C=2N(C1)C(=CN2)C=2C=NNC2)NC2=CC=NS2 N-(6-methyl-3-(1H-pyrazol-4-yl)imidazo[1,2-a]pyrazin-8-yl)isothiazol-5-amine